1,4,6,7-tetrahydro-5H-[1,2,3]triazolo[4,5-c]pyridin N1N=NC=2CNCCC21